NC=1C=NC=2N(C1)N=CC2C(=O)N[C@@H](C)C=2N(C(C1=C(C=CC=C1C2)C#CC2COC(C2)=O)=O)C2=CC=CC=C2 6-amino-N-((1S)-1-(1-oxo-8-((5-oxotetrahydrofuran-3-yl)ethynyl)-2-phenyl-1,2-dihydroisoquinolin-3-yl)ethyl)pyrazolo[1,5-a]pyrimidine-3-carboxamide